2-(2-{5,5-Dibromo-2-azabicyclo[2.2.1]heptan-2-yl}-2-oxoethyl)-7-fluoro-4H-1lambda6,2,4-benzothiadiazine-1,1,3-trione BrC1(C2CN(C(C1)C2)C(CN2S(C1=C(NC2=O)C=CC(=C1)F)(=O)=O)=O)Br